1-[3-(difluoromethoxy)phenyl]-3-isopropyl-N-[(3S)-3-methyl-1,1-dioxo-thiolan-3-yl]-2-oxo-benzimidazole-5-carboxamide FC(OC=1C=C(C=CC1)N1C(N(C2=C1C=CC(=C2)C(=O)N[C@@]2(CS(CC2)(=O)=O)C)C(C)C)=O)F